4-chloro-1,3-butanediol ClCC(CCO)O